N[C@@H]1CC[C@H](CC1)NC(OC(C)(C)C)=O tert-butyl (4-amino-trans-cyclohexyl)carbamate